BrC1=CC=2N(C(N(C(C2S1)=O)C=1C=NC=C(C1)N(C)C)=O)CCC#N 3-[6-bromo-3-[5-(dimethylamino)-3-pyridinyl]-2,4-dioxo-thieno[3,2-d]pyrimidin-1-yl]propionitrile